BrC1=C(C(=CC=C1)Cl)/C=C/C=C/C(=O)OCC ethyl (2E,4E)-5-(2-bromo-6-chlorophenyl)penta-2,4-dienoate